tert-butyl (R)-2-methyl-4-[6-(1-methylpyrazol-4-yl)pyrazolo[1,5-a]pyridin-3-yl]piperazine-1-carboxylate C[C@H]1N(CCN(C1)C=1C=NN2C1C=CC(=C2)C=2C=NN(C2)C)C(=O)OC(C)(C)C